C(C1=CC=CC=C1)OC(=O)N(C1C2(CC2C(C1)O[Si](C1=CC=CC=C1)(C1=CC=CC=C1)C(C)(C)C)C(=O)OC)C Methyl 2-(((benzyloxy)carbonyl)(methyl)amino)-4-((tert-butyldiphenylsilyl)oxy)bicyclo[3.1.0]hexane-1-carboxylate